heptadecafluorononanoic acid sodium [Na].FC(C(C(C(C(C(C(C(C(=O)O)(F)F)(F)F)(F)F)(F)F)(F)F)(F)F)(F)F)(F)F